FC(C(F)F)(F)OC(F)(F)F trifluoromethyl 1,1,2,2-tetrafluoroethyl ether